ClC=1C(=C(N=NC1)\C=C\OCC)N 5-chloro-3-[(E)-2-ethoxyethenyl]pyridazin-4-amine